N1(CCC1)C1=CC(=NC=C1)NCC=1C=CC=2N(C1)C=C(N2)CN2C(C1=CN=CC(=C1C=C2)C2=CC=CC=C2)=O 2-((6-(((4-(azetidin-1-yl)pyridin-2-yl)amino)methyl)imidazo[1,2-a]pyridin-2-yl)methyl)-5-phenyl-2,7-naphthyridin-1(2H)-one